C(N)(=N)NC1CC(C(CC1)CCCCCC(=O)O)O 4-(carbamimidoylamino)-2-hydroxycyclohexyl-pentanyl-carboxylic acid